trifluoro-pyridinamine FC=1C(=C(C(=NC1)N)F)F